N-(3-methyl-4-((5-(4-(2-oxopiperidin-1-yl)phenyl)-1H-pyrazol-3-yl)amino)phenyl)acetamide CC=1C=C(C=CC1NC1=NNC(=C1)C1=CC=C(C=C1)N1C(CCCC1)=O)NC(C)=O